3-[(3R)-3-[3-(1-methylsulfonylpyrazol-4-yl)-1-tetrahydropyran-2-yl-pyrazolo[3,4-c]pyridin-5-yl]oxybutoxy]propyl methanesulfonate CS(=O)(=O)OCCCOCC[C@@H](C)OC=1C=C2C(=CN1)N(N=C2C=2C=NN(C2)S(=O)(=O)C)C2OCCCC2